BrC1=C2C=CC(=CC2=CC=C1)O 5-bromonaphthalene-2-ol